CC1=CC=C(C(N1C1=CSC=C1)=O)C(=O)N 6-methyl-2-oxo-1-thiophen-3-ylpyridine-3-carboxamide